CCCCC(CCCCCC)O 1-methyl-4-n-decyl alcohol